2-HYDROXY-3-METHOXY-5-METHYL-BENZALDEHYDE OC1=C(C=O)C=C(C=C1OC)C